9-(4-(6-methoxy-5-nitro-2H-indazol-2-yl)cyclohexyl)-3,9-diazaspiro[5.5]undecane-3-carboxylic acid tert-butyl ester C(C)(C)(C)OC(=O)N1CCC2(CC1)CCN(CC2)C2CCC(CC2)N2N=C1C=C(C(=CC1=C2)[N+](=O)[O-])OC